S1CC=C2C1=C1C(=[GeH]2)SC=C1 dithienogermole